Ethyl (Z)-(((2-ethylphenyl)amino)((2-oxoethyl)thio)methylene)carbamate C(C)C1=C(C=CC=C1)N/C(/SCC=O)=N/C(OCC)=O